(2R)-1-(5-((S)-amino(4,5-dichloro-2-hydroxyphenyl)methyl)-2-azabicyclo[2.2.1]heptan-2-yl)-2,3-dihydroxypropan-1-one N[C@@H](C1C2CN(C(C1)C2)C([C@@H](CO)O)=O)C2=C(C=C(C(=C2)Cl)Cl)O